ClC1=CC=C(COC2=CC(=C(C=O)C=C2)OC)C=C1 4-((4-chlorobenzyl)oxy)-2-methoxybenzaldehyde